Trans-4-[4-(2-methoxyphenyl)piperazinyl]-2-buten-1-amine COC1=C(C=CC=C1)N1CCN(CC1)C/C=C/CN